O(C1=CC=CC=C1)C=COC=COC1=CC=CC=C1 phenoxyvinyl ether